2-(2-(trifluoromethyl)pyrimidine-5-carboxamido)benzo[d]thiazole-6-carboxylic acid FC(C1=NC=C(C=N1)C(=O)NC=1SC2=C(N1)C=CC(=C2)C(=O)O)(F)F